5-bromo-7-cyano-1-(3-acetoxyl-propyl)indoline BrC=1C=C2CCN(C2=C(C1)C#N)CCCOC(=O)C